COC1=C(C(=NC(=N1)C=1C=NC=CC1)SC1=CC=C(C=C1)C)C(F)(F)F 6-methoxy-4-[(4-methylphenyl)thio]-2-(3-pyridyl)-5-trifluoromethylpyrimidine